(R)-1'-{2-[4-(1-methanesulfonyl-ethyl)phenoxy]ethyl}-2-oxo-1,2-dihydrospiro[indole-3,4'-piperidine]-5-carbonitrile CS(=O)(=O)[C@H](C)C1=CC=C(OCCN2CCC3(CC2)C(NC2=CC=C(C=C23)C#N)=O)C=C1